C(C)OC1=C(C(=NC=C1F)OC)C1=CNC2=NC(=CC=C21)NC(=O)[C@H]2[C@H](C2)F (1S,2S)-N-[3-(4-ethoxy-5-fluoro-2-methoxypyridin-3-yl)-1H-pyrrolo[2,3-b]pyridin-6-yl]-2-fluorocyclopropane-1-carboxamide